(4-Phenylpiperazin-1-yl)(2-(p-tolylamino)-6-((2,4,4-trimethylpentan-2-yl)amino)pyrimidin-4-yl)methanone C1(=CC=CC=C1)N1CCN(CC1)C(=O)C1=NC(=NC(=C1)NC(C)(CC(C)(C)C)C)NC1=CC=C(C=C1)C